[1-(2-ethylsulfanyl-3-iodo-6-methyl-4-oxo-chromen-8-yl)ethylamino]benzoic acid tert-butyl ester C(C)(C)(C)OC(C1=C(C=CC=C1)NC(C)C=1C=C(C=C2C(C(=C(OC12)SCC)I)=O)C)=O